FC=1C=C(C=CC1OC1=CC(=NC2=CC(=C(C=C12)OC)OC)NC)NC(=O)C1(CC1)C(=O)NC1=CC=C(C=C1)F N-(3-fluoro-4-{[2-(methylamino)-6,7-bis(methyloxy)quinolin-4-yl]oxy}phenyl)-N'-(4-fluorophenyl)cyclopropane-1,1-dicarboxamide